4-(7-bromo-6-chloro-2-methyl-quinazolin-4-yl)piperazine-1-carboxylic acid tert-butyl ester C(C)(C)(C)OC(=O)N1CCN(CC1)C1=NC(=NC2=CC(=C(C=C12)Cl)Br)C